4-(difluoromethyl)-4-methoxycyclohexan-1-amine FC(C1(CCC(CC1)N)OC)F